(1R,4R,5S)-5-(7-bromo-8-(2-cyanoethyl)-2-(3-(dimethylamino)-3-oxopropyl)-6-fluoro-4-methoxy-1H-pyrrolo[3,2-c]quinolin-1-yl)-2-azabicyclo[2.1.1]hexane-2-carboxylic acid tert-butyl ester C(C)(C)(C)OC(=O)N1[C@H]2[C@H]([C@@H](C1)C2)N2C(=CC=1C(=NC=3C(=C(C(=CC3C12)CCC#N)Br)F)OC)CCC(=O)N(C)C